(1-phenylethyl)-4-(5-(trifluoromethyl)-1,2,4-oxadiazol-3-yl)benzamide C1(=CC=CC=C1)C(C)C1=C(C(=O)N)C=CC(=C1)C1=NOC(=N1)C(F)(F)F